7-(2,2-difluoroethoxy)-1-(4-(methoxy-d3)phenyl)-3,4-dihydropyrido[2,3-d]pyrimidin-2(1H)-one FC(COC=1C=CC2=C(N(C(NC2)=O)C2=CC=C(C=C2)OC([2H])([2H])[2H])N1)F